(3-bromo-4-(3,3-dimethylpiperazin-1-yl)phenyl)-2-((4-bromophenyl)amino)benzamide BrC=1C=C(C=CC1N1CC(NCC1)(C)C)C=1C(=C(C(=O)N)C=CC1)NC1=CC=C(C=C1)Br